(S)-4-((cyclopropylamino)methyl)-9-ethyl-9-hydroxy-2,3,12,15-tetrahydro-1H,7H,13H-pyrano[3',4':6,7]indolizino[2,1-b]pyrido[3,2,1-ij]quinoline-7,10,13(9H)-trione C1(CC1)NCC1=CC=C2C(C3=C(N4C2=C1CCC4)CN4C(C1=C(C=C43)[C@@](C(OC1)=O)(O)CC)=O)=O